C(C)(=O)C1=CC=C(C=C1)NO (4-acetylphenyl)hydroxylamine